C(C1=CC=CC=C1)O[C@@H]1C[C@@H](N(C1)C(=O)OC(C)(C)C)CO tert-Butyl (2R,4R)-4-(benzyloxy)-2-(hydroxymethyl)pyrrolidin-1-carboxylate